C(C)(C)(C)OC(NCCN1N=C2C(=CC(=CC2=C1)F)C(=O)N)=O {2-[7-(aminocarbonyl)-5-fluoro-2H-indazol-2-yl]ethyl}carbamic acid tert-butyl ester